O[C@H](COC=1C=C(C=CC1)S(=O)(=O)NC)CN[C@H]1COC2(C1)CCN(CC2)S(=O)(=O)C2=CC1=C(OCCN1C)N=C2NC 3-((S)-2-hydroxy-3-((R)-8-(1-methyl-6-(methylamino)-2,3-dihydro-1H-pyrido[2,3-b][1,4]oxazin-7-ylsulfonyl)-1-oxa-8-azaspiro[4.5]decan-3-ylamino)propoxy)-N-methylbenzenesulfonamide